FC(S(=O)(=O)OC1=NN2C(C=CC=C2)=C1)(F)F pyrazolo[1,5-a]pyridin-2-yl trifluoromethanesulfonate